C(=O)(O)C=1C=C(C=CC1C(=O)O)C=1C=C(C(C(=O)O)=CC1C1=CC(=C(C=C1)C(=O)O)C(=O)O)C(=O)O 4,5-bis(3,4-dicarboxyphenyl)phthalic acid